C1(CC1)NCC(=O)N1CC(C1)C=1C=C(C(=O)N)C=CC1 3-[1-[2-(cyclopropylamino)acetyl]azetidin-3-yl]benzamide